OC(CCNC1=NC(=NC=C1C(=O)N)NC=1C=NN(C1)C)(C)C 4-[(3-hydroxy-3-methylbutyl)amino]-2-[(1-methyl-1H-pyrazol-4-yl)amino]pyrimidine-5-carboxamide